5-chloro-4-((3aR,6aS)-3a-methyl-hexahydropyrrolo[3,4-c]pyrrol-2(1H)-yl)-N-(1H-pyrazol-4-yl)pyrimidin-2-amine dihydrochloride Cl.Cl.ClC=1C(=NC(=NC1)NC=1C=NNC1)N1C[C@@H]2CNC[C@@]2(C1)C